myristylmethyl-β-alanine sodium [Na].C(CCCCCCCCCCCCC)N(CCC(=O)O)C